N[C@]1(CN(CCC1)C=1C(=CC(=NC1)C1=C(C=C(C(=C1)F)OC)F)CN1C2=NC=NC(=C2N=C1)NC(=O)NCC(=O)OC)[C@@H](C(F)F)O methyl ((9-((5-((R)-3-amino-3-((S)-2,2-difluoro-1-hydroxyethyl)piperidin-1-yl)-2-(2,5-difluoro-4-methoxyphenyl)pyridin-4-yl)methyl)-9H-purin-6-yl)carbamoyl)glycinate